8-(4-chlorobenzylideneamino)naphthalene ClC1=CC=C(C=NC=2C=CC=C3C=CC=CC23)C=C1